10-fluoro-7-(4-(trifluoromethyl)phenyl)dibenzo[c,e]oxepin-5(7H)-one FC=1C=CC2=C(C3=C(C(OC2C2=CC=C(C=C2)C(F)(F)F)=O)C=CC=C3)C1